2-[(8-fluoro-2,3-dihydro-1,4-benzodioxin-6-yl)sulfonyl]-1H,2H,3H,4H,5H,6H-pyrrolo[3,4-c]pyrrole TFA Salt OC(=O)C(F)(F)F.FC1=CC(=CC2=C1OCCO2)S(=O)(=O)N2CC=1CNCC1C2